C(#C)C=1C=NC=CC1 3-ETHYNYLPYRIDINE